C(C(=O)O)(=O)O.FC1=CC2=C(C(=NO2)C2CCN(CC2)CCCOC=2SC=C(N2)C=2OC(=NN2)C)C=C1 6-Fluoro-3-(1-{3-[4-(5-methyl-[1,3,4]oxadiazol-2-yl)-thiazol-2-yloxy]-propyl}-piperidin-4-yl)-benzo[d]isoxazole oxalate